C1(CCCCC1)P(CCCCP(C1CCCCC1)C1CCCCC1)C1CCCCC1 1,4-bis(dicyclohexylphosphino)-butane